3-Isopentenyl-2-{2-[2'-chloro-(1,1'-biphenyl)-3-yl]-2-oxoethyl}-4-methoxysalicylic acid C(CC(=C)C)C=1C(C(C(=O)O)C=CC1OC)(O)CC(=O)C=1C=C(C=CC1)C1=C(C=CC=C1)Cl